naphthalen-2-ol formate salt C(=O)O.C1=C(C=CC2=CC=CC=C12)O